C1(CC1)C1=C(C=C(C(=C1)I)C)N(C(C#CC)=O)C1=CC=C2C(=N1)C(=NN2C)O[C@@H]2CC([C@H](CC2)C(=O)O)(C)C (1S,4S)-4-((5-(N-(2-cyclopropyl-4-iodo-5-methylphenyl)but-2-ynamido)-1-methyl-1H-Pyrazolo[4,3-b]pyridin-3-yl)oxy)-2,2-dimethylcyclohexane-1-carboxylic acid